C(C)(=O)N1CCN(CC1)C=1C=C2C(CN(C(C2=CC1)=O)C[C@@H](CN1CC2=CC=CC=C2CC1)O)(C)C 6-(4-Acetylpiperazin-1-yl)-2-[(2R)-3-(3,4-dihydro-1H-isochinolin-2-yl)-2-hydroxypropyl]-4,4-dimethyl-3H-isochinolin-1-on